bisphenol A tetraphenyldiphosphate C1(=CC=CC=C1)OP(OC1=CC=CC=C1)(=O)OP(=O)(OC1=CC=CC=C1)OC1=CC=CC=C1.OC1=CC=C(C=C1)C(C)(C)C1=CC=C(C=C1)O